FC1=C(C=CC=C1)C=1C=C(N(C1C)C)C(C(=O)Cl)=O 2-(4-(2-fluorophenyl)-1,5-dimethyl-1H-pyrrol-2-yl)-2-oxoacetyl chloride